O(C1=CC=CC=C1)C=1C=C(C=CC1)C1CCN(CC1)C(=O)C1CC2(C1)NC(OC2)=O (2s,4s)-2-(4-(3-phenoxyphenyl)piperidine-1-carbonyl)-7-oxa-5-azaspiro[3.4]Octane-6-one